3-(4-bromophenyl)-1-(2,2,2-trifluoroethyl)pyridin-2(1H)-one BrC1=CC=C(C=C1)C=1C(N(C=CC1)CC(F)(F)F)=O